([1,1'-biphenyl]-4-yloxy)-1H-1,2,3-triazole-4-carboxylic acid C1(=CC=C(C=C1)ON1N=NC(=C1)C(=O)O)C1=CC=CC=C1